CC=1C=C(OCC(=O)OC)C=CC1[N+](=O)[O-] methyl 2-(3-methyl-4-nitro-phenoxy)acetate